(3-methoxypyrrolidin-1-yl)methanone COC1CN(CC1)C=O